[I-].C[N+](C)(C)CC1=C(C=CC2=CC=CC=C12)C1=CC=CC=C1 N,N,N-trimethyl-1-(2-phenylnaphthalen-1-yl)methylammonium iodide